1-(4-benzyl-3,4-dihydroquinoxaline-1(2H)-yl)-3-(4-methylpiperazin-1-yl)propan-1-one C(C1=CC=CC=C1)N1CCN(C2=CC=CC=C12)C(CCN1CCN(CC1)C)=O